4-(phenylthio)phenyl-diphenyl-sulfonium hexafluoroantimonate F[Sb-](F)(F)(F)(F)F.C1(=CC=CC=C1)SC1=CC=C(C=C1)[S+](C1=CC=CC=C1)C1=CC=CC=C1